FC=1C=C(C=NC1)C1=NC=2N(C(=C1)N[C@@H]1CC3=CC=C(C=C3C1)OC)N=CC2C(C)C 5-(5-fluoro-3-pyridyl)-3-isopropyl-N-[(2R)-5-methoxyindan-2-yl]pyrazolo[1,5-a]pyrimidin-7-amine